9,9'-(5-(4,6-diphenyl-1,3,5-triazin-2-yl)-1,3-phenylene)bis(3-(2,6-diphenylpyridin-4-yl)-9H-carbazole) C1(=CC=CC=C1)C1=NC(=NC(=N1)C1=CC=CC=C1)C=1C=C(C=C(C1)N1C2=CC=CC=C2C=2C=C(C=CC12)C1=CC(=NC(=C1)C1=CC=CC=C1)C1=CC=CC=C1)N1C2=CC=CC=C2C=2C=C(C=CC12)C1=CC(=NC(=C1)C1=CC=CC=C1)C1=CC=CC=C1